C(C)NC(=O)N1[C@H]([C@H](CCC1)NS(=O)(=O)C)CO[C@@H]1CC[C@@H](CC1)C cis-N-ethyl-2-(((cis-4-methylcyclohexyl)oxy)methyl)-3-((methylsulfonyl)amino)piperidine-1-carboxamide